NC1=C(C=C(C=N1)C1=CC=C(C=C1)NS(=O)(=O)CCN1CCOCC1)OCC1=C(C(=CC=C1F)F)Cl 2-morpholin-4-yl-ethanesulfonic acid {4-[6-amino-5-(2-chloro-3,6-difluoro-benzyloxy)-pyridin-3-yl]-phenyl}-amide